[C@@H]12CN(C[C@H]2C1)C1=CC=CC(=N1)NC(=O)C=1C(=NC(=CC1)NC(CO)(C)C)N1CCC2(CC2)CC1 N-(6-((1R,5S)-3-azabicyclo[3.1.0]hex-3-yl)-2-pyridinyl)-2-(6-azaspiro[2.5]oct-6-yl)-6-((2-hydroxy-1,1-dimethylethyl)amino)-3-pyridinecarboxamide